6-((1-acryloylpiperidin-4-yl)oxy)-7-bromo-4-((3-chloro-4-fluorophenyl)amino)quinoline-3-carbonitrile C(C=C)(=O)N1CCC(CC1)OC=1C=C2C(=C(C=NC2=CC1Br)C#N)NC1=CC(=C(C=C1)F)Cl